ClC1=CC=C2C(=NC(N(C2=C1)C1=CC=CC=C1)=O)N1C[C@H](CC1)OC (S)-7-chloro-4-(3-methoxypyrrolidin-1-yl)-1-phenylquinazolin-2(1H)-one